5-(benzyloxy)-6-(2-methoxyethoxy)pyrimidine-4-carboxylic acid C(C1=CC=CC=C1)OC=1C(=NC=NC1OCCOC)C(=O)O